(3s,4S)-tert-butyl 4-(3-((3,5-dimethylpyridin-2-yl)oxy)-2,2-dimethylpropanamido)-3-fluoropiperidine-1-carboxylate CC=1C(=NC=C(C1)C)OCC(C(=O)N[C@@H]1[C@H](CN(CC1)C(=O)OC(C)(C)C)F)(C)C